C(C)C=1C2=C(SC1C#CC)C(=CC=C2)N[C@H]2[C@@H](CN(CC2)C)F 3-(3-ethyl-7-(((3R,4R)-3-fluoro-1-methylpiperidin-4-yl)amino)benzo[b]thiophen-2-yl)prop-2-yn